NC1=C2C(NC=N1)=NC=C2I 4-amino-5-iodopyrrolo[2,3-D]pyrimidine